2-methylbenzene-1,4-diylbis{4-[4-(acryloyloxy) butoxy]-2,5-dimethylbenzoate} 2-methylbenzene-1,4-diylbis{4-[4-(acryloyloxy)butoxy]benzoate} CC1=C(C=CC(=C1)C1=C(C(=O)O)C=CC(=C1)OCCCCOC(C=C)=O)C1=C(C(=O)O)C=CC(=C1)OCCCCOC(C=C)=O.CC1=C(C=CC(=C1)C=1C(=C(C(=O)O)C=C(C1OCCCCOC(C=C)=O)C)C)C=1C(=C(C(=O)O)C=C(C1OCCCCOC(C=C)=O)C)C